5,6,7,8-tetrahydrothiazolo[3,2-a][1,3]diazepine S1C=CN2C1=NCCCC2